2-(4-(((tert-Butyldimethylsilyl)oxy)methyl)piperidin-1-yl)-6-(1H-imidazol-1-yl)pyridine [Si](C)(C)(C(C)(C)C)OCC1CCN(CC1)C1=NC(=CC=C1)N1C=NC=C1